CON=C(CC1=C(C=C(C=C1Cl)Cl)Cl)C N-methoxy-1-(2,4,6-trichlorophenyl)propane-2-imine